N(=O)N(CC)C(C)C N-nitroso-N-ethyl-2-propylamine